[Si](C1=CC=CC=C1)(C1=CC=CC=C1)(C(C)(C)C)OCC(COS(=O)(=O)C(F)(F)F)(C)F [3-[tert-butyl(diphenyl)silyl]oxy-2-fluoro-2-methyl-propyl]trifluoromethanesulfonate